NC1=C2C(=NC=N1)N(N=C2C2=CC=C1C(=NN(C1=C2)C)C)C(C)C=2OC1=CC=CC=C1C(C2C2=CC(=CC=C2)F)=O 2-(1-(4-amino-3-(1,3-dimethyl-1H-indazol-6-yl)-1H-pyrazolo[3,4-d]pyrimidin-1-yl)ethyl)-3-(3-fluorophenyl)-4H-chromen-4-one